N[C@@H](C)C(=O)O ALANINE